FC(S(=O)(=O)OC1=CC=C(C=C1)C(C(=O)N(C)CCO)NC(=O)OC(C)(C)C)(F)F 4-(1-((tert-Butoxycarbonyl)amino)-2-((2-hydroxyethyl)(methyl)amino)-2-oxoethyl)phenyl trifluoromethanesulfonate